CSC1=CC=C(C=C1)O 4-(methylthio)phenol